C1[C@H]([C@@H]([C@@H](C(O1)(COP(=O)(O)O)O)O)O)O The molecule is a ketohexose monophosphate that is D-tagatopyranose in which the phosphono substituent is located at position 1. It derives from a D-tagatopyranose. It is a conjugate acid of a D-tagatopyranose 1-phosphate(2-).